O[C@@]1(CC[C@@H]2[C@H]3CC[C@@]4([C@H](CC[C@H]4[C@@H]3CC[C@H]2C1)C(CCN1N=CC(=C1)C#N)=O)C)C 1-(3-((3R,5S,8R,9R,10S,13S,14S,17S)-3-hydroxy-3,13-dimethylhexadecahydro-1H-cyclopenta[a]phenanthren-17-yl)-3-oxopropyl)-1H-pyrazole-4-carbonitrile